ClC1=C(C(=CC=C1Cl)O)[C@H]1C[C@@H]2N(C([C@H](NC2)CO)=O)CC1 (3R,8R,9aS)-8-(2,3-dichloro-6-hydroxyphenyl)-3-(hydroxymethyl)-octahydropyrido[1,2-a]pyrazin-4-one